(3R)-9,10-dimethoxy-2-methyl-3-neopentyl-1,2,3,6,7,11b-hexahydro-4H-pyrazino[2,1-a]isoquinolin-4-one COC=1C=C2CCN3C(C2=CC1OC)CN([C@@H](C3=O)CC(C)(C)C)C